3-(((R)-1-(6-((S)-4-Benzyl-4-methyl-2-oxooxazolidin-3-yl)-4-methylpyridin-2-yl)ethyl)amino)-6-chloropicolinic acid C(C1=CC=CC=C1)[C@@]1(N(C(OC1)=O)C1=CC(=CC(=N1)[C@@H](C)NC=1C(=NC(=CC1)Cl)C(=O)O)C)C